NC1=C2C(=NC=N1)N(N=C2C2=CC=C(C=C2)CNC(=O)C=2SC1=C(C2)C=CC=C1)C1CCCC1 N-[[4-(4-amino-1-cyclopentyl-pyrazolo[3,4-d]pyrimidin-3-yl)phenyl]methyl]benzothiophene-2-carboxamide